C1(CC1)C=1N(C=C(N1)C(=O)NCC1=C(C(=CC=C1N1N=NC(=C1)C)OC)F)CC=1C=C2CN(CC2=CC1)C(C)C 2-cyclopropyl-N-{[2-fluoro-3-methoxy-6-(4-methyl-1,2,3-triazol-1-yl)phenyl]methyl}-1-[(2-isopropyl-1,3-dihydroisoindol-5-yl)methyl]imidazole-4-carboxamide